C(C(C)C)(=O)OC1=C(C(=CC=C1)O)O.C(C(C)C)(=O)OC1=C(C(=CC=C1)O)O.[Ti] titanium bis(dihydroxyphenyl) diisobutyrate